ClC=1C(=NC(=NC1)NC1CCOCC1)C1=CC=C2CN(C(C2=C1)=O)CC(=O)NC(C)C1=CC(=CC=C1)N1C=NC=C1 2-(6-{5-Chloro-2-[(oxan-4-yl)amino]pyrimidin-4-yl}-1-oxo-2,3-dihydro-1H-isoindol-2-yl)-N-{1-[3-(1H-imidazol-1-yl)phenyl]ethyl}acetamid